(3S,4S)-1-(4-(5-((S)-2-decanamido-3-(hexylamino)-3-oxopropyl)-1,3,4-thiadiazol-2-yl)benzoyl)-N3,N4-bis((1S,2R)-2-phenylcyclopropyl)pyrrolidine-3,4-dicarboxamide C(CCCCCCCCC)(=O)N[C@@H](CC1=NN=C(S1)C1=CC=C(C(=O)N2C[C@H]([C@@H](C2)C(=O)N[C@@H]2[C@H](C2)C2=CC=CC=C2)C(=O)N[C@@H]2[C@H](C2)C2=CC=CC=C2)C=C1)C(=O)NCCCCCC